C(CCCC=CCC)[Si](OC)(C)C 5-octenyldimethylmethoxysilane